bis(para-aminocyclohexyl)methane toluenedisulfonate C(C1=CC=CC=C1)(S(=O)(=O)O)S(=O)(=O)O.NC1CCC(CC1)CC1CCC(CC1)N